3-bromo-2-(7-bromoheptyloxy)pyridine BrC=1C(=NC=CC1)OCCCCCCCBr